C(C)(C)(C)C1N=C(C2=CC=CC(=C2C1)C=O)C tert-butyl-5-formyl-1-methyl-3,4-dihydroisoquinoline